(2R,5S)-5-(4-Bromobenzyl)-4-(4-(1,5-dimethyl-1H-1,2,4-triazol-3-yl)cyclohexyl)morpholin BrC1=CC=C(C[C@H]2COCCN2C2CCC(CC2)C2=NN(C(=N2)C)C)C=C1